1-[2-methyl-imidazo[1,2-a]pyridine-3-yl]ethanone CC=1N=C2N(C=CC=C2)C1C(C)=O